BrC=1C=C(C=C(C1)Br)NC(NC1=C(C(=O)N)C=CC(=C1)OC(F)(F)F)=O 2-[3-(3,5-dibromophenyl)ureido]-4-trifluoromethoxybenzamide